CCCCCCCCCCCCCCCCCC(=O)OC[C@H](COP(=O)([O-])OCC[N+](C)(C)C)OC(=O)CCCCCCCCCCC/C=C\CCCC 1-octadecanoyl-2-(13Z-octadecenoyl)-sn-glycero-3-phosphocholine